N-[[rac-(1S,3R)-3-[[6-(3-hydroxyazetidin-1-yl)sulfonyl-1,3-benzothiazol-2-yl]amino]cyclopentyl]methyl]-3-methylisoxazole-5-carboxamide OC1CN(C1)S(=O)(=O)C1=CC2=C(N=C(S2)N[C@H]2C[C@H](CC2)CNC(=O)C2=CC(=NO2)C)C=C1 |r|